6-(4,5-Difluoro-6-methoxypyridin-3-yl)-5-((2,4,6-trifluorobenzyl)thio)thiazolo[4,5-d]-pyrimidin-7(6H)-one FC1=C(C=NC(=C1F)OC)N1C(=NC2=C(C1=O)SC=N2)SCC2=C(C=C(C=C2F)F)F